1-(dicyclohexylmethyl)-N4-phenylbenzene-1,4-diamine C1(CCCCC1)C(C1(CC=C(C=C1)NC1=CC=CC=C1)N)C1CCCCC1